tert-butyl (S)-(tert-butoxycarbonyl)(4-(((1-(ethoxymethyl)-1H-benzo[d]imidazol-2-yl)methyl)(5,6,7,8-tetrahydroquinolin-8-yl)amino)butyl)carbamate C(C)(C)(C)OC(=O)N(C(OC(C)(C)C)=O)CCCCN([C@H]1CCCC=2C=CC=NC12)CC1=NC2=C(N1COCC)C=CC=C2